C(C1=CC=CC=C1)N1[C@H]2CCN([C@H]2C1)C(=O)OC(C)(C)C tert-butyl (1S,5S)-6-benzyl-2,6-diazabicyclo[3.2.0]heptane-2-carboxylate